O1COC2=C1C=CC(=C2)N(C(=O)C=2C=C(C=CC2)N2N=C(C=C2C)C(=O)O)C 1-[3-[1,3-benzodioxol-5-yl-(methyl)carbamoyl]phenyl]-5-methyl-pyrazole-3-carboxylic acid